C1(=CC=CC=C1)C1(C(NC(N1)=O)=O)C1=CC=CC=C1 5,5-diphenylimidazolidine-2,4-dione